monoisononyl methylhexahydrophthalate CC1(C(=O)OCCCCCCC(C)C)C(C(=O)[O-])CCCC1